C1(CCCCC1)CNC(OC1=CC(=CC=C1)C=1C=NC=C(C1)C=1OC=NN1)=O 3-(5-(1,3,4-oxadiazol-2-yl)pyridin-3-yl)phenyl (cyclohexylmethyl)carbamate